4-Chloro-7,7-difluoro-2-(methylsulfanyl)-6,7-dihydro-5H-cyclopenta[d]pyrimidine ClC=1C2=C(N=C(N1)SC)C(CC2)(F)F